CC1(C2=C(C=CC(=C2)NC(=O)CI)[N+](=C1/C=C/C=C/C=C/C=C/3\\C(C4=C(N3CCS(=O)(=O)[O-])C=CC5=C4C=C(C=C5S(=O)(=O)[O-])S(=O)(=O)[O-])(C)C)C)C.[K+].[K+] The molecule is a cyanine dye and an organic potassium salt. It has a role as a fluorochrome. It contains a SNIR4(2-).